4-[(1S,4S,5R)-5-{[1-cyclopropyl-4-(2,6-dichlorophenyl)-1H-pyrazol-5-yl]methoxy}-2-azabicyclo[2.2.1]heptan-2-yl]-2-fluoro-N-(2-methylsulfonylethyl)benzamide C1(CC1)N1N=CC(=C1CO[C@H]1[C@@H]2CN([C@H](C1)C2)C2=CC(=C(C(=O)NCCS(=O)(=O)C)C=C2)F)C2=C(C=CC=C2Cl)Cl